3,3-dimethyl-1,6-bis(5-methylpyrimidin-2-yl)indolin CC1(CN(C2=CC(=CC=C12)C1=NC=C(C=N1)C)C1=NC=C(C=N1)C)C